(2,2-difluoroethoxy)-N-(1-(methylsulfonyl)piperidin-4-yl)-7-(1H-pyrazol-4-yl)-[1,2,4]triazolo[1,5-c]pyrimidin-2-amine FC(COC1=NC(=CC=2N1N=C(N2)NC2CCN(CC2)S(=O)(=O)C)C=2C=NNC2)F